ClC1=C(C(=C(C=C1OC)OC)Cl)C1=CC2=C(N=C(N=C2)N[C@H]2[C@H](COC2)NC(C=C)=O)C(=N1)NC1COCC1 N-((3R,4S)-4-((6-(2,6-dichloro-3,5-dimethoxyphenyl)-8-((tetrahydrofuran-3-yl)amino)pyrido[3,4-d]pyrimidin-2-yl)amino)tetrahydrofuran-3-yl)acrylamide